C(C)S(=O)(=O)N1CC(OCC1)C(=O)NC 4-(ethylsulfonyl)-N-methylmorpholine-2-carboxamide